O=C1N(C(C=C1)=O)CCC 3-(2,5-dioxo-2,5-dihydro-1H-pyrrol-1-yl)propane